C(C1=CC=CC=C1)OC(=O)N1C[C@@H](CC1)OC(CCNC=1N=[N+](C2=C(N1)C=CC(=C2)Br)[O-])=O (R)-3-((3-((1-(Benzyloxycarbonyl)pyrrolidin-3-yl)oxy)-3-oxopropyl)amino)-7-bromo-benzo[e][1,2,4]triazine-1-oxide